C(C)(C)(C)OC(=O)N1CCC2(CC(CO2)N2C=NC3=CC=C(C(=C3C2=O)C)O)CC1.C(#N)C=1C=C(C=CC1F)B(O)O 3-Cyano-4-fluorobenzeneboronic acid tert-butyl-3-(6-hydroxy-5-methyl-4-oxo-quinazolin-3-yl)-1-oxa-8-azaspiro[4.5]decane-8-carboxylate